3-(5-(4-((hexahydropyrrolo[1,2-a]pyrazin-2(1H)-yl)methyl)-1-methyl-1H-pyrrolo[2,3-b]pyridin-6-yl)-1-oxo-isoindolin-2-yl)piperidine-2,6-dione C1C2N(CCN1CC1=C3C(=NC(=C1)C=1C=C4CN(C(C4=CC1)=O)C1C(NC(CC1)=O)=O)N(C=C3)C)CCC2